NC=1C=2N(C=C(N1)C)C(=NC2C2=C(C=C(C=C2)NC(C(O)C2=CC(=CC=C2)Cl)=O)C)C([2H])([2H])[2H] N-[4-[8-amino-6-methyl-3-(trideuteriomethyl)imidazo[1,5-a]pyrazin-1-yl]-3-methyl-phenyl]-2-(3-chlorophenyl)-2-hydroxy-acetamide